N-[4-(3-chlorophenoxy)-3-sulfamoylphenyl]-2-(6-methylpyridin-2-yl)acetamide 1-acetylpiperidin-4-yl-(tert-butoxycarbonyl)alaninate C(C)(=O)N1CCC(CC1)N([C@@H](C)C(=O)O)C(=O)OC(C)(C)C.ClC=1C=C(OC2=C(C=C(C=C2)NC(CC2=NC(=CC=C2)C)=O)S(N)(=O)=O)C=CC1